(R)-[(tert-butoxycarbonyl)amino](2-methylphenyl)acetic acid C(C)(C)(C)OC(=O)N[C@@H](C(=O)O)C1=C(C=CC=C1)C